tert-Butyl (((1r,4r)-4-(((2-chloro-5-(4-fluorobenzoyl)pyridin-4-yl)amino)methyl)cyclohexyl)methyl)carbamate ClC1=NC=C(C(=C1)NCC1CCC(CC1)CNC(OC(C)(C)C)=O)C(C1=CC=C(C=C1)F)=O